3-bromo-5-[(2-methoxyethyl)amino]-1-[(3S)-pyrrolidin-3-yl]pyrazole-4-carboxamide hydrochloride Cl.BrC1=NN(C(=C1C(=O)N)NCCOC)[C@@H]1CNCC1